C[C@@H]1CN(CCOC1)C(=O)C1CCC(CC1)C1=CC=C(C=C1)N1C[C@@H](CC1)OC=1C(=NC=2N(C1C)N=C(N2)C)C ((R)-6-methyl-1,4-oxazepan-4-yl)((1R,4R)-4-(4-((R)-3-((2,5,7-trimethyl-[1,2,4]triazolo[1,5-a]pyrimidin-6-yl)oxy)pyrrolidin-1-yl)phenyl)cyclohexyl)methanone